C(=C/C)/C1=C(C=CC=C1)O (Z)-2-(prop-1-en-1-yl)phenol